4-[5-(6-methylpyrimidin-4-yl)-1H-pyrazole-3-carbonyl]-4-azaspiro[2.5]octane-7-carboxylate CC1=CC(=NC=N1)C1=CC(=NN1)C(=O)N1C2(CC2)CC(CC1)C(=O)[O-]